N-(4-cyano-3-methoxyphenyl)-2-(4-((1-(2-(2,6-dioxopiperidin-3-yl)-1,3-dioxoisoindolin-5-yl)azetidin-3-yl)ethynyl)-1H-pyrazol-1-yl)-2-methylpropanamide C(#N)C1=C(C=C(C=C1)NC(C(C)(C)N1N=CC(=C1)C#CC1CN(C1)C=1C=C2C(N(C(C2=CC1)=O)C1C(NC(CC1)=O)=O)=O)=O)OC